N1=C(N=C(C2=C1C=CC=N2)N)[2H] pyrido[3,2-d]pyrimidin-2-d-4-amine